1-(2-dimethylaminoethyl)-N1-methyl-N4-{4-(4,5,6,7-Tetrahydropyrazolo[1,5-a]Pyridin-3-yl)pyrimidin-2-yl}-5-trifluoromethoxybenzene-1,2,4-triamine CN(CCC1(C(C=C(C(=C1)OC(F)(F)F)NC1=NC=CC(=N1)C=1C=NN2C1CCCC2)N)NC)C